FC1=C(OC2=C(N=C(S2)C(=O)OC)C)C=CC(=C1)N1N=C2N(C1=O)[C@@H](CO2)C2=CC=CC=C2 methyl (R)-5-(2-fluoro-4-(3-oxo-5-phenyl-5,6-dihydrooxazolo[2,3-c][1,2,4]triazol-2(3H)-yl) phenoxy)-4-methylthiazole-2-carboxylate